CC(CC1=NOC(=C1F)N)(C)C 3-(2,2-Dimethylpropyl)-4-fluoro-isoxazol-5-amine